(3aR,6aS)-5-methyl-2,3,3a,4,6,6a-hexahydro-1H-pyrrolo[3,4-c]pyrrole CN1C[C@H]2[C@@H](C1)CNC2